4-[(2R,6S)-2,6-dimethylmorpholin-4-yl]Methyl-4-hydroxypiperidine-1-carboxylic acid tert-butyl ester C(C)(C)(C)OC(=O)N1CCC(CC1)(O)CN1C[C@H](O[C@H](C1)C)C